COC1=C(C=CC(=C1)N)N 2-methoxy-1,4-phenylenediamine